2-(2,3-difluoro-4-(trifluoromethyl)phenoxy)acetic acid FC1=C(OCC(=O)O)C=CC(=C1F)C(F)(F)F